pyridinium (2S,5R)-N'-(morpholin-4-ylcarbonyl)-7-oxo-6-(sulfooxy)-1,6-diazabicyclo[3.2.1]octane-2-carbohydrazide N1(CCOCC1)C(=O)NNC(=O)[C@H]1N2C(N([C@H](CC1)C2)OS(=O)(=O)O)=O.[NH+]2=CC=CC=C2